2-amino-4-(2-(1-carbamoylcyclobutyl)ethylsulfonimidoyl)butanoic acid NC(C(=O)O)CCS(=O)(=N)CCC1(CCC1)C(N)=O